S1C2=C(C(=C1)C[C@@H](C(=O)O)NC(=O)OC(C)(C)C)C=CC=C2 (S)-3-(Benzo[b]thiophen-3-yl)-2-((tert-butoxycarbonyl)amino)propanoic acid